bromovaleric acid anhydride BrC(C(=O)OC(C(CCC)Br)=O)CCC